C(CCC)C=1C(=C(C=CC1)OC)O Butyl-hydroxyanisol